[C@@H]12OC[C@@H](N(C1)C1=NC=3N(C=C1)C=CC3C(=O)OCC)C2 1-Ethyl 2-[(1S,4S)-2-oxa-5-azabicyclo[2.2.1]heptan-5-yl]pyrrolo[1,2-a]pyrimidine-8-carboxylate